FC(C=1C=C(C=CC1)C1=CC(=CS1)C(=O)NC1=NC(=NS1)CC(C)N(CC)CC)(F)F 5-(3-(trifluoromethyl)phenyl)-N-(3-(2-(diethylamino)propyl)-1,2,4-thiadiazol-5-yl)thiophene-3-Formamide